ClC1=C(C=CC=C1C(=O)N1CCOCC1)NC1=C(C=C(C(=O)N=C2NCCN2)C=C1)C1OCCC1 4-{[2-chloro-3-(morpholine-4-carbonyl)phenyl]amino}-N-[(2E)-imidazolidin-2-ylidene]-3-(oxolan-2-yl)benzamide